C(C)OC([C@H](CC1=CC(=C(C=C1)C=O)O)NC(=O)OC(C)(C)C)=O.OC1=NC=NC(=C1)O 4,6-dihydroxypyrimidine ethyl-(2S)-2-[(tert-butoxycarbonyl)amino]-3-(4-formyl-3-hydroxyphenyl)propanoate